3,5-dinitrobenzyl alcohol [N+](=O)([O-])C=1C=C(CO)C=C(C1)[N+](=O)[O-]